8-(2,4-dimethylphenyl)-9-(4-((1-(3-fluoropropyl)azetidin-3-ylidene)methyl)phenyl)-6,7-dihydro-5H-benzo[7]annulene-3-carboxylic acid CC1=C(C=CC(=C1)C)C=1CCCC2=C(C1C1=CC=C(C=C1)C=C1CN(C1)CCCF)C=CC(=C2)C(=O)O